5-(ethylamino)-2-methylthiazole-4-carboxylic acid ethyl ester C(C)OC(=O)C=1N=C(SC1NCC)C